(2-((1,2-Dimethylhydrazino)methyl)-1H-indol-1-yl)-9,10-dihydroxy-2,3-dimethyl-4,8,11,16-tetraoxo-3,7,12,15-tetraazaoctadecane-1-oic acid CN(NC)CC=1N(C2=CC=CC=C2C1)C(C(=O)O)(N(C(CCNC(C(C(C(NCCNC(CC)=O)=O)O)O)=O)=O)C)C